((7-(2,6-dichlorophenylsulfonylamino)-3,4-dihydroquinolin-1(2H)-yl) sulfonyl) benzoate C(C1=CC=CC=C1)(=O)OS(=O)(=O)N1CCCC2=CC=C(C=C12)NS(=O)(=O)C1=C(C=CC=C1Cl)Cl